C(C=C)(=O)N1[C@H](CN(CC1)C=1C2=C(N=C(N1)OC[C@H]1N(CCC1)C)C(=CN2)CC2=C1C=NNC1=CC=C2C(F)(F)F)CC#N ((S)-1-propenoyl-4-(2-(((S)-1-methylpyrrolidin-2-yl)methoxy)-7-((5-(trifluoromethyl)-1H-indazol-4-yl)methyl)-5H-pyrrolo[3,2-d]pyrimidin-4-yl)piperazin-2-yl)acetonitrile